N-((1R)-2-((2,5-difluoro-4-(trimethylsilyl)phenyl)amino)-1-(4-methoxyphenyl)-2-oxoethyl)-3-hydroxy-N-methyl-1,2-oxazole-5-carboxamide FC1=C(C=C(C(=C1)[Si](C)(C)C)F)NC([C@@H](C1=CC=C(C=C1)OC)N(C(=O)C1=CC(=NO1)O)C)=O